C1COCCN1CCN N-(2-aminoethyl)morpholine